NC=1SC(=C(N1)Br)C(=O)N(OC)CC1=C(C=CC=C1)Cl 2-amino-4-bromo-N-(2-chlorobenzyl)-N-methoxythiazole-5-carboxamide